C(CC)O normal-propyl alcohol